CCCCCCCCC(CCCCCCCC)OC(CCCCCCCC(CCCCCCCCC)SSCCCN(C)C)=O 9-((3-(dimethylamino)propyl)disulfanyl)octadecanoic acid heptadec-9-yl ester